5-methyl-2-thio-uridine CC=1C(NC(N([C@H]2[C@H](O)[C@H](O)[C@@H](CO)O2)C1)=S)=O